C1(CC1)N(C(=O)NC1CC(C1)CCN1CCN(CC1)C1=C(C(=CC=C1)Cl)Cl)C 1-cyclopropyl-3-(3-(2-(4-(2,3-dichlorophenyl)piperazin-1-yl)ethyl)cyclobutyl)-1-methyl-urea